C1=C(NC(=N1)C(=O)O)C(=O)O Imidazoledicarboxylic acid